(2R,5R)-2-ethyl-4-(2-(hydroxymethyl)-5-methyl-6-oxo-5,6-dihydroimidazo[1,2-b]pyridazin-8-yl)-5-(methoxymethyl)piperazine-1-carboxylic acid tert-butyl ester C(C)(C)(C)OC(=O)N1[C@@H](CN([C@H](C1)COC)C=1C=2N(N(C(C1)=O)C)C=C(N2)CO)CC